diethyl ((5-bromo-6-methylpyridin-2-yl)methyl)phosphonate BrC=1C=CC(=NC1C)CP(OCC)(OCC)=O